N-(methyl(oxo)(phenyl)-λ6-sulfaneylidene)-7-(5-(trifluoromethyl)-1,2,4-oxadiazol-3-yl)imidazo[1,2-a]pyridine-2-carboxamide CS(=NC(=O)C=1N=C2N(C=CC(=C2)C2=NOC(=N2)C(F)(F)F)C1)(C1=CC=CC=C1)=O